ClC=1C(=NC(=NC1)NC1CCOCC1)C1=CC=C2CN(C(C2=C1)=O)CC(=O)N[C@@H]1[C@@H](CCC1)O 2-(6-{5-chloro-2-[(oxan-4-yl)amino]pyrimidin-4-yl}-1-oxo-2,3-dihydro-1H-isoindol-2-yl)-N-[(1S,2R)-2-hydroxycyclopentyl]acetamide